1,6-HEXANEDIYL DICHLORIDE C(CCCCCCl)Cl